N[C@@H](CCC(=O)N[C@@H](CCCCN)C(=O)O)C(=O)O γ-glutamyl-lysine